N1=CC(=CC2=CC=CC=C12)NC1=NC(=NC=C1)NC=1C=C2C=CN(C2=CC1)CC1CCOCC1 4-(3-quinolylamino)-2-{1-[(tetrahydro-2H-pyran-4-yl)methyl]-5-indolylamino}pyrimidine